2-[1-(2-hydroxy-3,5-di-tert-pentylphenyl) ethyl]4,6-di-tert-amylphenyl acrylate C(C=C)(=O)OC1=C(C=C(C=C1C(C)(C)CC)C(C)(C)CC)C(C)C1=C(C(=CC(=C1)C(C)(C)CC)C(C)(C)CC)O